C(C)(C)C1CCN(CC1)C1=NC=C(C=N1)NC1CC2(C1)CC(C2)NCC(F)(F)F N2-(2-(4-isopropylpiperidin-1-yl)pyrimidin-5-yl)-N6-(2,2,2-trifluoroethyl)spiro[3.3]heptane-2,6-diamine